1-[(1S,2S)-2-[[4-[1-(benzenesulfonyl)-6-(3,5-dimethylisoxazol-4-yl)pyrrolo[2,3-b]pyridin-3-yl]-5-(trifluoromethyl)pyrimidin-2-yl]amino]cyclopentyl]azetidin C1(=CC=CC=C1)S(=O)(=O)N1C=C(C=2C1=NC(=CC2)C=2C(=NOC2C)C)C2=NC(=NC=C2C(F)(F)F)N[C@@H]2[C@H](CCC2)N2CCC2